(5-(1H-imidazol-4-yl)pyridin-3-yl)-N,N-dimethylmethylamine N1C=NC(=C1)C=1C=C(C=NC1)CN(C)C